The molecule is a hydroxyeicosatrienoic acid that consists of 9E,11Z,14Z-eicosatrienoic acid bearing an 8-hydroxy substituent. It has a role as a metabolite. It derives from an all-cis-icosa-8,11,14-trienoic acid. CCCCC/C=C\\C/C=C\\C=C\\C(CCCCCCC(=O)O)O